NC1=C(C=C(C=C1)C1=CC(=CC=C1OCCOC)CC1=NNC(C2=CC=CC=C12)=O)[N+](=O)[O-] 4-((4'-amino-6-(2-methoxyethoxy)-3'-nitro-[1,1'-biphenyl]-3-yl)methyl)phthalazin-1(2H)-one